P(=O)(OCCOOC(C(=C)C)=O)(OCCOOC(C(=C)C)=O)[O-] bis[2-(methacryloxyoxy) ethyl] phosphate